(4,4-difluorocyclohexyl)acetic acid FC1(CCC(CC1)CC(=O)O)F